(2S,3R,4S,5R,6R)-2-(((R)-1-(2-Bromophenyl)-2-hydroxyethyl)thio)-6-(hydroxymethyl)-4-(4-(3,4,5-trifluorophenyl)-1H-1,2,3-triazol-1-yl)tetrahydro-2H-pyran-3,5-diol BrC1=C(C=CC=C1)[C@H](CO)S[C@@H]1O[C@@H]([C@@H]([C@@H]([C@H]1O)N1N=NC(=C1)C1=CC(=C(C(=C1)F)F)F)O)CO